5-(1-(1,3-difluoropropan-2-yl)-1H-benzo[d][1,2,3]triazol-6-yl)-N-((3R,4S)-3-fluoro-1-methylpiperidin-4-yl)-4-methoxypyrrolo[2,1-f][1,2,4]triazin-2-amine FCC(CF)N1N=NC2=C1C=C(C=C2)C=2C=CN1N=C(N=C(C12)OC)N[C@@H]1[C@@H](CN(CC1)C)F